N-(1-methylcyclopropyl)-8-(4-(3,3,3-trifluoro-2-hydroxypropanoyl)piperazin-1-yl)-3-(5-(trifluoromethyl)-1,3,4-thiadiazol-2-yl)imidazo[1,5-a]pyridine-6-sulfonamide CC1(CC1)NS(=O)(=O)C=1C=C(C=2N(C1)C(=NC2)C=2SC(=NN2)C(F)(F)F)N2CCN(CC2)C(C(C(F)(F)F)O)=O